NCC1=C(C=C(C=C1)O)NN(C(C(=O)NC1(N(C2=CC=CC=C2C1)C(=O)[O-])C(=O)[O-])CC1=CC=CC=C1)C(C=O)=O 2-(2-(((2-(aminomethyl)-5-hydroxyphenyl) amino)-2-oxoacetylamino)-3-phenylpropionamido)-1H-indole-1,2-dicarboxylate